NC1=NC=CC2=C1NC(N2C2=CC=C(C=C2)N2CCNCC2)=O 4-amino-1-(4-(piperazin-1-yl)phenyl)-1,3-dihydro-2H-imidazo[4,5-c]pyridin-2-one